ClC=1C=CC(=NC1)N1N=C(C=C1O)C(=O)NC1=CC(=CC=C1)CCO (5-chloropyridin-2-yl)-5-hydroxy-N-(3-(2-hydroxyethyl)phenyl)-1H-pyrazole-3-carboxamide